CC=1NC2=CC=CC=C2C1SC#N 2-Methyl-3-thiocyano-1H-indole